N(CCO)(CCO)CCO (nitrilo)triethanol